(1S)-1-[3-[2-(trifluoromethyl)-4-pyridinyl]-1,2,4-oxadiazol-5-yl]ethanamine FC(C1=NC=CC(=C1)C1=NOC(=N1)[C@H](C)N)(F)F